lanthanum-calcium-magnesium-nickel [Ni].[Mg].[Ca].[La]